S1C(=CC=C1)OC(=O)C=1C(=NC=NC1)O 2-thienyl-4-hydroxy-5-pyrimidinecarboxylate